2-(4-(dimethylcarbamoyl)-2'-(trifluoromethyl)-[1,1'-biphenyl]-3-yl)propanoic acid CN(C(=O)C1=C(C=C(C=C1)C1=C(C=CC=C1)C(F)(F)F)C(C(=O)O)C)C